S1C=NC2=C1C=CC(=C2)C2=NC(=C1C(=N2)N(N=C1)C=1C=C(C=CC1)C)NC(=O)C=1SC(=CC1)[N+](=O)[O-] N-(6-(benzo[d]thiazol-5-yl)-1-(m-tolyl)-1H-pyrazolo[3,4-d]pyrimidin-4-yl)-5-nitrothiophene-2-carboxamide